NCCC(C(=O)N)COCCOCCOCCN1C(C=CC1=O)=O (2-aminoethyl)-3-(2-{2-[2-(2,5-dioxo-2,5-dihydro-1H-pyrrol-1-yl)ethoxy]ethoxy}ethoxy)propanamide